1-(4-chloro-3-fluorophenyl)-9-(2-(3,3-dimethylazetidin-1-yl)pyrimidin-4-yl)-1,9-diazaspiro[5.5]undecan-2-one ClC1=C(C=C(C=C1)N1C(CCCC12CCN(CC2)C2=NC(=NC=C2)N2CC(C2)(C)C)=O)F